Methyl-2-((2-chlorobenzyl)oxy)-2-(4-fluorophenyl)-4-(4-methoxyphenyl)-4-(quinolin-2-yl)butanoate COC(C(CC(C1=NC2=CC=CC=C2C=C1)C1=CC=C(C=C1)OC)(C1=CC=C(C=C1)F)OCC1=C(C=CC=C1)Cl)=O